(terphenyl-yl)(dibenzofuranylphenyl)indolocarbazole C1(=C(C=CC=C1)C=1C(=C2C(=CC1)N=C1C=CC3=C4C=CC=CC4=NC3=C12)C1=C(C=CC=C1)C1=CC=CC=2OC3=C(C21)C=CC=C3)C=3C(=CC=CC3)C3=CC=CC=C3